BrC=1N=NC(=CN1)C1=C(C=C(C=C1)Br)OCOC 3-bromo-6-(4-bromo-2-(methoxymethoxy)phenyl)-1,2,4-triazine